BrC=1N=C(N(N1)C)NC=1C=C2C(=NN(C2=CC1)C1OCCCC1)C N-(5-bromo-2-methyl-1,2,4-triazol-3-yl)-3-methyl-1-tetrahydropyran-2-yl-indazol-5-amine